[2-(1-hydroxy-1-methyl-ethyl)-4-pyridyl]boronic acid OC(C)(C)C1=NC=CC(=C1)B(O)O